1-[3,3-dimethyl-4-[2-[[(2S)-1-methylpyrrolidin-2-yl]methoxy]-7-(1-naphthyl)-6,8-dihydro-5H-pyrido[3,4-d]pyrimidin-4-yl]piperazin-1-yl]prop-2-en-1-one CC1(CN(CCN1C=1C2=C(N=C(N1)OC[C@H]1N(CCC1)C)CN(CC2)C2=CC=CC1=CC=CC=C21)C(C=C)=O)C